(3S,5R)-3-amino-5-(hydroxymethyl)pyrrolidin-2-one N[C@@H]1C(N[C@H](C1)CO)=O